C(C)(C)(CC)[NH-] t-pentyl-amide